C1(CCCC1)CC(=O)N1N=CCC1C=1C=NC=C(C1)F 2-cyclopentyl-1-(5-(5-fluoropyridin-3-yl)-4,5-dihydro-1H-pyrazol-1-yl)ethanone